BrC=1C=CC(=C(N)C1)C=1N=CN(C1)CC1OCC(CO1)(C)C 5-bromo-2-(1-((5,5-di-methyl-1,3-dioxan-2-yl)methyl)-1H-imidazol-4-yl)aniline